C(C)(C)(C)N1N=NC(=C1)C1=CC=C(C=C1)C(=O)N1CCN(CC1)C=1OC=2C(=NC(=CC2)Cl)N1 [4-(1-tert-butyltriazol-4-yl)phenyl]-[4-(5-chlorooxazolo[4,5-b]pyridin-2-yl)piperazin-1-yl]methanone